C1(CC1)CCN(C(=O)OCC1=C(N=NN1C)C1=CC=C(C(=N1)C)C#CC1(CC1)CC(=O)O)C 2-(1-((6-(5-((((2-cyclopropylethyl)(methyl)carbamoyl)oxy)methyl)-1-methyl-1H-1,2,3-triazol-4-yl)-2-methylpyridin-3-yl)ethynyl)cyclopropyl)acetic acid